5-Fluoro-2-(3-(1-((1S,3S,4S,5S)-5-fluoro-2-azabicyclo[2.2.1]heptane-3-carbonyl)-piperidine-4-carbonyl)-1H-pyrrolo[2,3-c]pyridin-1-yl)-N,N-diisopropylbenzamide FC=1C=CC(=C(C(=O)N(C(C)C)C(C)C)C1)N1C=C(C=2C1=CN=CC2)C(=O)C2CCN(CC2)C(=O)[C@H]2N[C@@H]1C[C@@H]([C@H]2C1)F